chloro-2-amino-1,1'-biphenyl ClC=1C(=C(C=CC1)C1=CC=CC=C1)N